5-(2-Aminoethoxy)-N-[4-(dimethylamino)benzyl]-N-methyl-2,3-dihydro-1H-inden-1-amine NCCOC=1C=C2CCC(C2=CC1)N(C)CC1=CC=C(C=C1)N(C)C